COCC(COC)NC1=NC=CN=C1C N-(1,3-dimethoxypropan-2-yl)-3-methylpyrazin-2-amine